C(C=C)(=O)N1CCN(CC1)C1=NC=NC2=CC(=C(C=C12)Cl)C1=C(C#N)C=CC=C1O 2-(4-(4-acryloyl-piperazin-1-yl)-6-chloro-quinazolin-7-yl)-3-hydroxy-benzonitrile